P(=O)(OC1=CC=C(C=C1)C(C)(C)C)([O-])[O-] mono-p-t-butylphenyl phosphate